C1(CCCCC1)OC(C1=CC(=C(C=C1)OCC1CO1)CC)=O cyclohexyl-4-(2,3-epoxypropoxy)-3-ethylbenzoate